2-((1r,2r)-1-(2-cyano-5-fluorophenyl)-1-(1,3-dimethyl-1H-pyrazol-5-yl)propan-2-yl)-5-hydroxy-N-(isoxazol-4-yl)-1-methyl-6-oxo-1,6-dihydropyrimidine-4-carboxamide C(#N)C1=C(C=C(C=C1)F)[C@@H]([C@@H](C)C=1N(C(C(=C(N1)C(=O)NC=1C=NOC1)O)=O)C)C1=CC(=NN1C)C